7-(1-(adamantan-1-ylmethyl)-5-methyl-1H-pyrazol-4-yl)-3-(6-amino-5-(trifluoromethyl)pyridin-3-yl)imidazo[1,2-a]pyridine-8-carboxylic acid methyl ester COC(=O)C=1C=2N(C=CC1C=1C=NN(C1C)CC13CC4CC(CC(C1)C4)C3)C(=CN2)C=2C=NC(=C(C2)C(F)(F)F)N